C(C)C1=CC=C(C=C1)OC(OC1=CC=C(C=C1)CC)=O Di-(4-ethylphenyl)-carbonat